4-Bromo-7-methyl-8-oxo-7,8-dihydro-2,7-naphthyridine 2-oxide BrC1=C[N+](=CC=2C(N(C=CC12)C)=O)[O-]